tert-butyl (1S,4S)-5-[8-[3-chloro-4-(cyclopropylmethoxy)-2-fluoro-anilino]-7-cyano-1,5-naphthyridin-2-yl]-2,5-diazabicyclo[2.2.1]heptane-2-carboxylate ClC=1C(=C(NC=2C(=CN=C3C=CC(=NC23)N2[C@@H]3CN([C@H](C2)C3)C(=O)OC(C)(C)C)C#N)C=CC1OCC1CC1)F